N1C=NC2=C1C=CC=C2N2CC(N(CC2)C)CC#N 2-(4-(1H-benzo[d]imidazol-4-yl)-1-methylpiperazin-2-yl)acetonitrile